5-(4-(aminomethyl)phenyl)-1H-pyrazolo[3,4-b]pyridin-3-amine bisTFA salt OC(=O)C(F)(F)F.OC(=O)C(F)(F)F.NCC1=CC=C(C=C1)C=1C=C2C(=NC1)NN=C2N